[C@]12(C(=O)CC(CC1)C2(C)C)CS(=O)(=O)OC2CC1N(CCC3=CC(=C(C=C13)OC)OC)CC2CC(C)C 3-isobutyl-9,10-dimethoxy-2,3,4,6,7,11b-hexahydro-1H-pyrido[2,1-a]isoquinolin-2-ol (S)-(+)-camphorsulfonate